ClC=1C=CC=2N(C1)N=C(C2C(=O)O)C2=NC(=CC=C2)C 6-chloro-2-(6-methylpyridin-2-yl)pyrazolo[1,5-a]Pyridine-3-carboxylic acid